rac-(3R,4R)-4-(((6-(((1,1-difluorospiro[2.5]octan-6-yl)methyl)(ethyl)amino)-5-fluoropyrimidin-4-yl)amino)methyl)piperidin-3-ol FC1(CC12CCC(CC2)CN(C2=C(C(=NC=N2)NC[C@@H]2[C@H](CNCC2)O)F)CC)F |r|